tert-butyl ((1S)-2-((5-(1-(5,5-difluoro-2-oxopiperidin-1-yl)-2-((2R,5R)-2,5-dimethylmorpholino)ethyl)thiazol-2-yl)amino)-1-((1r,4S)-4-methylcyclohexyl)-2-oxoethyl)carbamate FC1(CCC(N(C1)C(CN1C[C@H](OC[C@H]1C)C)C1=CN=C(S1)NC([C@H](C1CCC(CC1)C)NC(OC(C)(C)C)=O)=O)=O)F